5-chloro-N-((1r,4r)-4-(hydroxymethyl)cyclohexyl)-2-methylnicotinamide ClC=1C=NC(=C(C(=O)NC2CCC(CC2)CO)C1)C